1-(benzofuran-4-yl)-3-methyl-1H-pyrazol-5(4H)-one O1C=CC2=C1C=CC=C2N2N=C(CC2=O)C